C1(CCCC1)NC1=CC(=CC=2C(C3=CC=CC=C3NC12)(C)C)C(=O)N1CCNCC1 (4-(Cyclopentylamino)-9,9-dimethyl-9,10-dihydroacridin-2-yl)(piperazin-1-yl)methanone